Racemic-1-(3-fluoro-bicyclo[1.1.1]pentan-1-yl)-3-(isoquinolin-4-yl)-2-oxoimidazoline-4-carbonitrile FC12CC(C1)(C2)N2C(N([C@H](C2)C#N)C2=CN=CC1=CC=CC=C21)=O |r|